2-((triisopropylsilyl)ethynyl)propane-1,3-diyl diacetate C(C)(=O)OCC(COC(C)=O)C#C[Si](C(C)C)(C(C)C)C(C)C